C(C1=CC=CC=C1)(=O)C=1C(=NC(=C(C#N)C1)C1=CC=CC=C1)C1=CC=CC2=CC=CC=C12 5-benzoyl-6-(naphthalen-1-yl)-2-phenylnicotinonitrile